4-PROPIONAMIDO-N-(3-(PYRIDIN-2-YLETHYNYL)PHENYL)BENZAMIDE C(CC)(=O)NC1=CC=C(C(=O)NC2=CC(=CC=C2)C#CC2=NC=CC=C2)C=C1